2-(((5-bromothiophen-2-yl)methyl)amino)-N-(2-methoxybenzyl)acetamide BrC1=CC=C(S1)CNCC(=O)NCC1=C(C=CC=C1)OC